(R)-2-(N-t-butoxycarbonylamino)biphenol C(C)(C)(C)OC(=O)NC1([C@@H](C=CC=C1)O)C=1C(=CC=CC1)O